7-((6-(4-(trifluoromethyl)piperidin-1-yl)pyridin-3-yl)amino)-2H-benzo[b][1,4]oxazin-3(4H)-one FC(C1CCN(CC1)C1=CC=C(C=N1)NC=1C=CC2=C(OCC(N2)=O)C1)(F)F